(2S,3S)-2-benzoyl-3-(thien-2-yl)spiro[cyclopropane-1,2'-indene]-1',3'-dione C(C1=CC=CC=C1)(=O)[C@H]1[C@@H](C12C(C1=CC=CC=C1C2=O)=O)C=2SC=CC2